CN(C)CC=1C=CC(N(C1)C(C(=O)OCC)CC(C)C)=O ethyl 2-(5-((dimethylamino)methyl)-2-oxopyridin-1(2H)-yl)-4-methylpentanoate